FC(S(=O)(=O)OC=1N(N=C2[C@@H](N(CCC21)C(=O)C=2C=C1C=CC=NC1=CC2)C)C)(F)F (S)-2,7-dimethyl-6-(quinoline-6-carbonyl)-4,5,6,7-tetrahydro-2H-pyrazolo[3,4-c]Pyridin-3-yl trifluoromethanesulfonate